CCC=CCC=CCC=CCCCCCCCCCCCCCCCCCCC 3,6,9-Nonacosatriene